ClC=1C=C(CCS(=O)(=O)[O-])C=C(C1)Cl 3,5-dichlorobenzylmethanesulfonate